FC=1C(=NC(=NC1)NC1=NC=C(C=C1)N1CC2(CC1)CN(CC2)C)C2=C(C=1C(N(C=C(C1S2)C(C)C)C)=O)C 2-(5-Fluoro-2-((5-(7-methyl-2,7-diazaspiro[4.4]nonan-2-yl)pyridin-2-yl)amino)pyrimidin-4-yl)-7-isopropyl-3,5-dimethylthieno[3,2-c]pyridin-4(5H)-one